(1H-pyrazol-1-yl)acetamide N1(N=CC=C1)CC(=O)N